(±)-4-Chloro-3-((methylsulfinyl)methyl)aniline ClC1=C(C=C(N)C=C1)C[S@](=O)C |r|